benzyl 3-(dimethylcarbamoyl)azetidine-1-carboxylate CN(C(=O)C1CN(C1)C(=O)OCC1=CC=CC=C1)C